FC(C1=CC=2C=C3N(C2C=C1)CCN=C3)(F)F 8-(trifluoromethyl)-3,4-dihydropyrazino[1,2-a]indole